3-(3-cyclopropyl-phenoxy)-N-[2-(2,4-dichlorophenyl)-2-fluoro-ethyl]-5-ethynyl-pyridine-4-carboxamide C1(CC1)C=1C=C(OC=2C=NC=C(C2C(=O)NCC(F)C2=C(C=C(C=C2)Cl)Cl)C#C)C=CC1